NC1CN(CC1OCCOC)C1=NC=2CCC(CC2C(=C1)F)NC(=O)C1=CC2=C(N=N1)N(C=C2Cl)CC N-{2-[3-amino-4-(2-methoxyethoxy)pyrrolidin-1-yl]-4-fluoro-5,6,7,8-tetrahydroquinolin-6-yl}-5-chloro-7-ethyl-7H-pyrrolo[2,3-c]pyridazine-3-carboxamide